Dabsylamine S(=O)(=O)(C1=CC=C(N=NC2=CC=C(N(C)C)C=C2)C=C1)N